C(C=C)(=O)NC=1C=C(CNC2=NC(=C(C=3N2C=CN3)C(=O)N)NC3=CC(=C(C=C3)N3CCOCC3)OC)C=CC1 5-((3-acrylamidobenzyl)amino)-7-((3-methoxy-4-morpholinophenyl)amino)imidazo[1,2-c]pyrimidine-8-amide